7-[(3R,5S)-3-amino-5-methyl-1-piperidinyl]-1,3-benzothiazole-4-carbonitrile N[C@H]1CN(C[C@H](C1)C)C=1C=CC(=C2N=CSC21)C#N